OC=1C=CC(=NC1)C(=O)N(C)OC 5-Hydroxy-N-methoxy-N-methylpyridinamide